C(C)(C)(C)OC(=O)N1C(CCC1)C1=CC(=C(C=C1)C=1N=C2SC3=C(N2C1C)C=CC(=C3)C(=O)O)F 2-(4-(1-(tert-butoxycarbonyl)pyrrolidin-2-yl)-2-fluorophenyl)-3-methylbenzo[d]imidazo[2,1-b]thiazole-7-carboxylic acid